(S)-6-((4-((2-hydroxy-1-phenylethyl)amino)-5-(5-methyl-1,3,4-oxadiazol-2-yl)pyrimidin-2-yl)amino)-1-isopropyl-1,2-dihydro-3H-pyrazolo[3,4-b]pyridin-3-one OC[C@H](C1=CC=CC=C1)NC1=NC(=NC=C1C=1OC(=NN1)C)NC1=CC=C2C(=N1)N(NC2=O)C(C)C